3-[3-Bromo-5-(2-hydroxyethylamino)pyrazolo[1,5-a]pyrimidin-2-yl]benzonitrile BrC=1C(=NN2C1N=C(C=C2)NCCO)C=2C=C(C#N)C=CC2